C(CCCC)C1C(CCC1)O 2-pentylcyclopentanol